CC=1SC(=CC1C#N)C1=NC(=NC=C1C(F)(F)F)NC1CCN(CC1)S(=O)(=O)C=1C=NN(C1)C 2-methyl-5-(2-((1-((1-methyl-1H-pyrazol-4-yl)sulfonyl)piperidin-4-yl)amino)-5-(trifluoro-methyl)pyrimidin-4-yl)thiophene-3-carbonitrile